OC(CO)C1OB(OC1C(CO)O)[C@H](CC(C)C)C1=NOC(C1)C(=O)N (1R)-1-(4,5-bis(1,2-dihydroxyethyl)-1,3,2-dioxaBorolan-2-yl)-3-methylbutyl-4,5-dihydroisoxazole-5-carboxamide